C(C)[C@]1(C(OCC=2C(N3CC=4C(=NC=5C=CC(=C(C5C4)CNC(C)C)O)C3=CC21)=O)=O)O (S)-4-ethyl-4,9-dihydroxy-10-((isopropylamino)methyl)-1,2-dihydro-14H-pyrano[3',4':6,7]indolizino[1,2-b]quinoline-3,14(4H)-dione